ClC1=NC(=CC(=C1)C1=C(C(=O)NNS(=O)(=O)CNC)C=C(C=C1)OC)Cl 2-(2,6-dichloropyridin-4-yl)-5-methoxy-N-[(methylaminomethylsulfonyl)amino]benzamide